tert-butyl (tert-butoxycarbonyl)-L-tyrosinate C(C)(C)(C)OC(=O)N[C@@H](CC1=CC=C(C=C1)O)C(=O)OC(C)(C)C